1-[3-(1-Hydroxyethyl)-6-[5-(pyridazin-3-ylamino)benzimidazol-1-yl]-2-pyridyl]-5-methyl-pyrazole-3-carbonitrile OC(C)C=1C(=NC(=CC1)N1C=NC2=C1C=CC(=C2)NC=2N=NC=CC2)N2N=C(C=C2C)C#N